ClC1=CC=C(CN(C(O)=O)C2=CC=C(C=C2)C2N(CC(NC2)=O)C)C=C1.[N+](=O)([O-])C1=CC=C(C=C1)N1N=C(N=C1)C=1C(=NC=CN1)C(C)=O 1-[3-[1-(4-nitrophenyl)-1,2,4-triazol-3-yl]pyrazin-2-yl]ethanone 4-chlorobenzyl-(4-(1-methyl-5-oxopiperazin-2-yl)phenyl)carbamate